1,2,3-trimethyl-5-(2-methylpropan-1-en-1-yl)cyclohex-3-ene-1-carboxylic acid CC1(C(C(=CC(C1)C=C(C)C)C)C)C(=O)O